FC1=C(C=C(C=C1)C1=NN=C(O1)C(=O)N(C1=NN=NN1C1=CC=CC=C1)C)O 5-(4-Fluoro-3-hydroxyphenyl)-N-methyl-N-(1-phenyl-1H-tetrazol-5-yl)-1,3,4-oxadiazole-2-carboxamide